2-(4-(6-aminopyridin-3-yl)-1-methylpiperazin-2-yl)propan-2-ol NC1=CC=C(C=N1)N1CC(N(CC1)C)C(C)(C)O